OCCOC1=CC=C(C=C1)OCCO 1,4-Di-(β-hydroxyethoxy)-benzol